2-(3,4-dimethoxyphenyl)aniline COC=1C=C(C=CC1OC)C1=C(N)C=CC=C1